BrC1=CC2=C(SCC2)C=C1 5-bromo-2,3-dihydrobenzo[b]thiophene